3-bromo-5-(3-chloro-4-fluorophenoxy)-1-[(3-methyloxetan-3-yl)methyl]-1,2,4-triazole BrC1=NN(C(=N1)OC1=CC(=C(C=C1)F)Cl)CC1(COC1)C